FC1(CC12CC=1C(=NNC1CC2)C(=O)O)F 2,2-difluoro-1',4',6',7'-tetrahydrospiro[cyclopropane-1,5'-indazole]-3'-carboxylic acid